4-((2-methyl-7-phenyl-1H-imidazo[4,5-c]pyridin-1-yl)methyl)benzenesulfonamide CC=1N(C2=C(C=NC=C2C2=CC=CC=C2)N1)CC1=CC=C(C=C1)S(=O)(=O)N